BrC1=CN=C2C(=NC(=NN21)N2C[C@H](N[C@H](C2)C)C)NCC2=NC1=C(N2)C=CC(=C1F)F 7-bromo-N-[(4,5-difluoro-1H-benzimidazol-2-yl)methyl]-2-[(3R,5S)-3,5-dimethylpiperazin-1-yl]imidazo[2,1-f][1,2,4]triazin-4-amine